C(#N)C=1C(=C(C(=NC1C)C(=O)NC=1C=C2C(=NNC2=CC1)C1=CN=CS1)C)C 5-cyano-3,4,6-trimethyl-N-(3-(thiazol-5-yl)-1H-indazol-5-yl)picolinamide